tert-butyl (2R,4S)-2-(2,3-dichloro-6-(methoxymethoxy)phenyl)-4-(1-ethoxy-3-methoxy-1-oxopropan-2-yl)pyrrolidine-1-carboxylate ClC1=C(C(=CC=C1Cl)OCOC)[C@@H]1N(C[C@@H](C1)C(C(=O)OCC)COC)C(=O)OC(C)(C)C